BrC1=CC(=C(C=C1)NC1=C(C2=C(N(C=N2)CC2=CC=C(C=C2)NC(=O)OC(C)(C)C)C=C1C(=O)OC)F)Cl Methyl 5-((4-bromo-2-chlorophenyl)amino)-1-(4-((tert-butoxycarbonyl)amino)benzyl)-4-fluoro-1H-benzo[d]imidazole-6-carboxylate